3-benzylsulfanylsulfanylsulfanyl-sulfanylpropionic acid C(C1=CC=CC=C1)SSSCC(C(=O)O)S